FC1(C[C@@H](CCC1)NC1=CC(=CC=C1)F)F |r| N-[(racemic)-3,3-difluorocyclohexyl]-3-fluoro-aniline